2-amino-3-({9-[(3ξ,8ξ,9ξ,14ξ,17ξ,20ξ)-cholest-5-en-3-yloxy]nonyl}oxy)-2-{[(9Z,12Z)-octadeca-9,12-dien-1-yloxy]methyl}propan-1-ol NC(CO)(COCCCCCCCCCOC1CC2=CCC3C4CCC(C(CCCC(C)C)C)[C@]4(CCC3[C@]2(CC1)C)C)COCCCCCCCC\C=C/C\C=C/CCCCC